O=C1NC(CC[C@@H]1N1C(C2=CC=CC(=C2C1)OCC1=CC=C(CN2CCC(CC2)C(=O)NCCOC)C=C1)=O)=O (S)-1-(4-(((2-(2,6-Dioxopiperidin-3-yl)-1-oxoisoindolin-4-yl)oxy)methyl)benzyl)-N-(2-methoxyethyl)piperidine-4-carboxamide